NC=1C(=NC=C(N1)N1CCC(CC1)(C)CN)SC=1C(=C(C(=O)NS(=O)(=O)C2CCCC2)C=CC1)Cl 3-((3-amino-5-(4-(aminomethyl)-4-methylpiperidin-1-yl)pyrazin-2-yl)thio)-2-chloro-N-(cyclopentylsulfonyl)benzamide